3-(Ethylsulfonyl)-5-(3-(trifluoromethyl)phenyl)picolinic acid ethyl ester C(C)OC(C1=NC=C(C=C1S(=O)(=O)CC)C1=CC(=CC=C1)C(F)(F)F)=O